(5S)-5-methyl-2-[2-(1-methyl-4-piperidyl)-1,3-benzothiazol-5-yl]piperidine C[C@H]1CCC(NC1)C=1C=CC2=C(N=C(S2)C2CCN(CC2)C)C1